C(C)(C)C1=C(NC2=CC=C(C=C12)C1CCNCC1)C1=CC2=CN(N=C2C(=C1)C)C 5-(3-isopropyl-5-(piperidin-4-yl)-1H-indol-2-yl)-2,7-dimethyl-2H-indazole